4-[1-isopropyl-4-(trifluoromethyl)imidazol-2-yl]bicyclo[2.2.2]octane-1-carboxylic acid C(C)(C)N1C(=NC(=C1)C(F)(F)F)C12CCC(CC1)(CC2)C(=O)O